5-bromopyridine-3-carbonyl chloride BrC=1C=C(C=NC1)C(=O)Cl